(E)-4-(2-(3-(3-chloro-2-fluoro-6-(1H-tetrazol-1-yl)phenyl)acryloyl)-5-(2-(dimethylamino)acetamido)-1,2,3,4-tetrahydroisoquinoline-1-carboxamido)benzoic acid ClC=1C(=C(C(=CC1)N1N=NN=C1)/C=C/C(=O)N1C(C2=CC=CC(=C2CC1)NC(CN(C)C)=O)C(=O)NC1=CC=C(C(=O)O)C=C1)F